3-[2-[[(1S)-1-(cyclopropylmethyl)-2-methoxy-2-oxo-ethyl]amino]ethyl]-1H-pyrrole-2-carboxylic acid C1(CC1)C[C@@H](C(=O)OC)NCCC1=C(NC=C1)C(=O)O